(S)-1-(3-((5-(2,4-difluorobenzoyl)-2-((4-(4-Methylpiperazin-1-yl)phenyl)amino)-7H-pyrrolo[2,3-d]pyrimidin-4-yl)amino)pyrrolidin-1-yl)prop-2-ene FC1=C(C(=O)C2=CNC=3N=C(N=C(C32)N[C@@H]3CN(CC3)CC=C)NC3=CC=C(C=C3)N3CCN(CC3)C)C=CC(=C1)F